C(C)(C)(C)OC(NCCCN1CCN(CC1)C1=CC=C(C=C1)C1C(NC(CC1)=O)=O)=O (3-(4-(4-(2,6-dioxopiperidin-3-yl)phenyl)piperazin-1-yl)propyl)carbamic acid tert-butyl ester